F[C@H]1CN(CC[C@H]1NC1=CC=CC=2N1N=C(C2CC(F)(F)F)C#CCNC(=O)C=2C=NN(C2)C(F)(F)F)C N-[3-(7-{[(3S,4R)-3-fluoro-1-methylpiperidin-4-yl]amino}-3-(2,2,2-trifluoroethyl)pyrazolo[1,5-a]pyridin-2-yl)prop-2-yn-1-yl]-1-(trifluoromethyl)-1H-pyrazole-4-carboxamide